4-(6-cyanopyrazin-2-yl)-N-(2-(2-(cyclopropanesulfonamido)thiazol-4-yl)propan-2-yl)-2-methoxybenzamide C(#N)C1=CN=CC(=N1)C1=CC(=C(C(=O)NC(C)(C)C=2N=C(SC2)NS(=O)(=O)C2CC2)C=C1)OC